(S)-2-((1-methyl-1H-pyrazol-5-yl)amino)-4-((2-((2-methylpyridin-3-yl)oxy)ethyl)(4-(5,6,7,8-tetrahydro-1,8-naphthyridin-2-yl)butyl)amino)butanoic acid CN1N=CC=C1N[C@H](C(=O)O)CCN(CCCCC1=NC=2NCCCC2C=C1)CCOC=1C(=NC=CC1)C